[Ce].[Bi] Bismuth cerium